((tert-butyldimethylsilyloxy)methyl)tetrahydro-1H-pyrrolizine [Si](C)(C)(C(C)(C)C)OCC1CCN2CCC=C12